(R)-4-((1-(3-(1,1-difluoro-2-hydroxyethyl)-2-fluorophenyl)ethyl)amino)-2-ethyl-6-methyl-6H-[1,4]oxazine FC(CO)(F)C=1C(=C(C=CC1)C(C)NN1C=C(O[C@@H](C1)C)CC)F